O=C1NC(CCC1N1CC2=CC=C(C=C2C1=O)OC(N(C1=CC(=C(C=C1)C)C#N)C)=O)=O (2-(2,6-dioxopiperidin-3-yl)-3-oxoisoindolin-5-yl)methyl(3-cyano-4-methylphenyl)carbamate